NCC(=O)N[C@@H](CC1=CC=CC=C1)C(=O)OC(C)(C)C tert-butyl glycyl-L-phenylalaninate